[Li+].FC(S(=O)(=O)[O-])(F)F.FC(S(=O)(=O)[O-])(F)F.[Li+] bis(trifluoromethanesulfonate) lithium salt